5-amino-4-methyl-1-phenyl-1H-pyrazole-3-ol NC1=C(C(=NN1C1=CC=CC=C1)O)C